2-(4-(2-((8-(difluoromethoxy)-[1,2,4]triazolo[1,5-a]pyridin-2-yl)amino)-2-oxoethyl)-2-fluorophenoxy)pyridine-3-carboxamide FC(OC=1C=2N(C=CC1)N=C(N2)NC(CC2=CC(=C(OC1=NC=CC=C1C(=O)N)C=C2)F)=O)F